(3S,4S)-4-((4-chlorophenyl)sulfonyl)-3-(hydroxymethyl)pyrrolidin-3-ol hydrochloride Cl.ClC1=CC=C(C=C1)S(=O)(=O)[C@@H]1[C@@](CNC1)(O)CO